FC(COC1=C(C=C(C(=N1)F)NS(=O)(=O)C1=CNC2=CC(=CC=C12)C(F)F)F)F N-[6-(2,2-difluoroethoxy)-2,5-difluoropyridin-3-yl]-6-(difluoromethyl)-1H-indole-3-sulfonamide